C1=CC=CC=2C3=CC=CC=C3C(C12)COC(=O)N[C@H](C(=O)O)C(C)(SC(C1=CC=CC=C1)(C1=CC=CC=C1)C1=CC=CC=C1)C (2R)-2-(9H-fluoren-9-ylmethoxycarbonylamino)-3-methyl-3-tritylsulfanyl-butyric acid